OC1=C(C=C2C=CN(C2=C1)O)O 6-hydroxy-1,5-dihydroxyindole